4-(5-(3-((2-(3-carboxypropanoyl)-4-chloro-6-methoxybenzo[b]thiophen-5-yl)oxy)propoxy)-4-fluoro-6-methoxyisoindolin-2-yl)-4-oxobutanoic acid C(=O)(O)CCC(=O)C1=CC2=C(S1)C=C(C(=C2Cl)OCCCOC=2C(=C1CN(CC1=CC2OC)C(CCC(=O)O)=O)F)OC